ON=C(C)C=1C=C(C=CC1)NC(=O)NC=1C=C2C(N(C(N(C2=CC1)CCN1CCCCC1)=O)CCOC)=O 1-(3-(1-(hydroxyimino)ethyl)phenyl)-3-(3-(2-methoxyethyl)-2,4-dioxo-1-(2-(piperidin-1-yl)ethyl)-1,2,3,4-tetrahydroquinazolin-6-yl)urea